CN(C1CC(C1)NC(=O)C=1C=C2C(=CC=NC2=CN1)OC=1C=NC(=CC1)NC(=O)C=1C(N(C(N(C1)C(C)C)=O)C1=CC=C(C=C1)F)=O)C N-[3-(dimethylamino)cyclobutyl]-4-[[6-[[3-(4-fluorophenyl)-1-isopropyl-2,4-dioxo-pyrimidine-5-carbonyl]amino]-3-pyridyl]oxy]-1,7-naphthyridine-6-carboxamide